4-methyl-5-(2-((5-(piperazin-1-yl)pyridin-2-yl)amino)pyrimidin-4-yl)thiazol-2-amine CC=1N=C(SC1C1=NC(=NC=C1)NC1=NC=C(C=C1)N1CCNCC1)N